C(C)(C)(C)C1=C(N=CO1)C(=O)O 5-(tert-butyl)oxazole-4-carboxylic acid